ClC1=C(C=C(C=C1)C1OC(C(C(C1O)O)O)SC)CC1=CC=C(C=C1)OCC 2-(4-chloro-3-(4-ethoxybenzyl)phenyl)-6-(methylthio)tetrahydro-2H-pyran-3,4,5-triol